C(C)O[Si](C1=CC=CC=C1)(OCC)OCC 1-triethoxysilylbenzene